acrylic acid 2-hydroxy-3-phenoxypropyl ester OC(COC(C=C)=O)COC1=CC=CC=C1